The molecule is a branched, short-chain, saturated fatty acid anion; the conjugate base of isobutyric acid, formed by deprotonation of the carboxylic acid group. It has a role as a plant metabolite and a human metabolite. It is a branched-chain saturated fatty acid anion and a fatty acid anion 4:0. It derives from a propionate. It is a conjugate base of an isobutyric acid. CC(C)C(=O)[O-]